COC(=O)N[C@H](C(=O)N[C@@H](CC1=CC=C(C=C1)NS(=O)(=O)O)C=1N=C(SC1)C1=CC=CC=C1)CC1=CC=CC=C1 4-{(S)-2-[(S)-2-(methoxycarbonylamino)-3-phenylpropionylamino]-2-(2-phenylthiazol-4-yl)ethyl}phenylaminosulfonic acid